(4-((3,3-Difluoropyrrolidin-1-yl)methyl)phenyl)methylamine FC1(CN(CC1)CC1=CC=C(C=C1)CN)F